1-(((1-Methylpiperidin-4-yl)methyl)-1H-Pyrazol-4-yl)-1H-Indazol-3-Carboxamid CN1CCC(CC1)CN1N=CC(=C1)N1N=C(C2=CC=CC=C12)C(=O)N